C1(CC1)C=1C=NC(=NC1)N1C[C@@H](N([C@@H](C1)C)C(=O)[O-])C (2S,6R)-4-(5-Cyclopropylpyrimidin-2-yl)-2,6-dimethylpiperazine-1-carboxylate